methyl 4-((5-(5-(((1r,4r)-4-hydroxycyclohexyl)oxy)-2-methylpyridin-4-yl)pyrazolo[1,5-a]pyridin-2-yl)amino)-2,6-dimethoxybenzoate OC1CCC(CC1)OC=1C(=CC(=NC1)C)C1=CC=2N(C=C1)N=C(C2)NC2=CC(=C(C(=O)OC)C(=C2)OC)OC